3-(3-(pyrrolidin-1-yl)propyl)isobenzofuran-1(3H)-one hydrochloride Cl.N1(CCCC1)CCCC1OC(C2=CC=CC=C12)=O